F[C@H]1[C@H]2[C@H]3N(C(C=4N(C3)C=C(C(C4O)=O)C(=O)NCC4=C(C=C(C=C4F)F)F)=O)[C@@H](C1)C2 (1R,2R,4R,12aR)-2-fluoro-7-hydroxy-6,8-dioxo-N-(2,4,6-trifluorobenzyl)-1,2,3,4,6,8,12,12a-octahydro-1,4-methanodipyrido[1,2-a:1',2'-d]pyrazine-9-carboxamide